N1C[C@@H]([C@H]([C@@H](\C=C/C1)O)O)O (3S,4S,5R,Z)-1,2,3,4,5,8-hexahydroazocine-3,4,5-triol